stearyl-dimethyl-Ammonium Bromide [Br-].C(CCCCCCCCCCCCCCCCC)[NH+](C)C